6-(difluoromethyl)-N-(1-(methylsulfonyl)piperidin-4-yl)-8-(6-(3,3,3-trifluoropropyl)-6-azaspiro[3.4]octan-2-yl)quinazolin-2-amine FC(C=1C=C2C=NC(=NC2=C(C1)C1CC2(C1)CN(CC2)CCC(F)(F)F)NC2CCN(CC2)S(=O)(=O)C)F